tert-butyl 3-(4-(4-chloro-7,7-dimethyl-5-oxo-5,7-dihydroindolo[1,2-a]quinazolin-10-yl)piperidin-1-yl)propanoate ClC=1C=2C(N=C3N(C2C=CC1)C1=CC(=CC=C1C3(C)C)C3CCN(CC3)CCC(=O)OC(C)(C)C)=O